FC=1N=NC(=CC1)F 3,6-difluoropyridazine